4-(5-(2-chlorophenoxy)-1H-indazol-1-yl)-N-(oxetan-3-yl)thiophene-2-carboxamide ClC1=C(OC=2C=C3C=NN(C3=CC2)C=2C=C(SC2)C(=O)NC2COC2)C=CC=C1